[Li+].NCCS(=O)(=O)[O-] 2-aminoethanesulfonate lithium